tert-Butyl 4-(difluoro(4-(trifluoromethyl)phenyl)methyl)piperidine-1-carboxylate FC(C1CCN(CC1)C(=O)OC(C)(C)C)(C1=CC=C(C=C1)C(F)(F)F)F